(1R,2R,4S,6S)-6-cyclohexyl-2-(hydroxymethyl)-2-(methoxymethyl)quinuclidin-3-one C1(CCCCC1)[C@@H]1C[C@H]2C([C@](N1CC2)(COC)CO)=O